N-(4-chloro-7-nitro-1-(2,2,2-trifluoroethyl)-1H-indazol-3-yl)-N-(methylsulfonyl)methanesulfonamide ClC1=C2C(=NN(C2=C(C=C1)[N+](=O)[O-])CC(F)(F)F)N(S(=O)(=O)C)S(=O)(=O)C